2-(2-((3S,4S)-3-fluorotetrahydro-2H-pyran-4-yl)-2H-pyrazolo[3,4-b]pyrazin-6-yl)-3-methyl-5-(trifluoromethyl)phenol F[C@@H]1COCC[C@@H]1N1N=C2N=C(C=NC2=C1)C1=C(C=C(C=C1C)C(F)(F)F)O